4-benzyloxy-5,6-difluoro-naphthalene-2-carbaldehyde C(C1=CC=CC=C1)OC1=CC(=CC2=CC=C(C(=C12)F)F)C=O